C(=O)O.CC1=CC=CO1 5-methylfuran formate